2-methyl-6-{2-[(2,2,6,6-tetramethylpiperidin-4-yl)amino][1,3]thiazolo[4,5-c]pyridin-6-yl}imidazo[1,2-a]pyridine-8-carbonitrile CC=1N=C2N(C=C(C=C2C#N)C2=CC3=C(C=N2)N=C(S3)NC3CC(NC(C3)(C)C)(C)C)C1